2-(ethyl(methyl)amino)-1-(4-methoxy-1H-pyrrolo[3,2-c]pyridin-3-yl)ethan-1-ol C(C)N(CC(O)C1=CNC2=C1C(=NC=C2)OC)C